ClC=1C=C(C=CC1N1CCC(CC1)C(F)(F)F)NC1=CC=C(CNC(=O)C2CNC(C2)=O)C=C1 N-(4-((3-chloro-4-(4-(trifluoromethyl)piperidin-1-yl)phenyl)amino)benzyl)-5-oxopyrrolidine-3-carboxamide